CC1(OCCO1)CC(=O)O 2-(2-methyl-1,3-dioxolan-2-yl)acetic acid